ClC1=C(C=CC(=N1)\C=C\C1=CC(=C(C=C1)C(C)C)OC)F (E)-6-chloro-5-fluoro-2-(4-isopropyl-3-methoxystyryl)pyridine